(5-bromo-1-benzothiophen-2-yl)methanol BrC=1C=CC2=C(C=C(S2)CO)C1